n-hexanoic acid propyl ester C(CC)OC(CCCCC)=O